1-(Benzyloxy)-2-ethoxy-4-fluorobenzene C(C1=CC=CC=C1)OC1=C(C=C(C=C1)F)OCC